Bis-(4-Methoxybenzoyl)diethyl-germanium COC1=CC=C(C(=O)[Ge](CC)(CC)C(C2=CC=C(C=C2)OC)=O)C=C1